ClC1=CC=C(S1)CNC1=CC(=NN1)C1N(CCC1)S(=O)(=O)C N-[(5-Chlorothiophen-2-yl)methyl]-3-(1-methansulfonylpyrrolidin-2-yl)-1H-pyrazol-5-amin